CN(CCN1CCN(CC1)C1=NC2=CC=C(C=C2C(=N1)NCC=1SC(=CC1)C)C=1C(=NOC1C)C)C 2-(4-(2-(dimethylamino)ethyl)piperazin-1-yl)-6-(3,5-dimethylisoxazol-4-yl)-N-((5-methylthiophen-2-yl)methyl)quinazolin-4-amine